CC(C(=O)C1=CC=C(C=C1)F)(C)Cl 2-methyl-1-(4-fluorophenyl)-2-chloro-1-propanone